CC1=NN2C(N=C(C3=CC=CC=C23)C2=CN(C3=NC=CC=C32)S(=O)(=O)C3=CC=CC=C3)=C1 2-methyl-5-(1-(benzenesulfonyl)-1H-pyrrolo[2,3-b]pyridin-3-yl)pyrazolo[1,5-a]quinazoline